N-(5-(4-hydroxybenzo[d]oxazol-2-yl)-8-(methylamino)-2,7-naphthyridin-3-yl)cyclopropanecarboxamide OC1=CC=CC2=C1N=C(O2)C2=C1C=C(N=CC1=C(N=C2)NC)NC(=O)C2CC2